O=C(CCCCCCCC(=O)OC(CCCCCCCC)CCCCCCCC)CCCCCCCC(=O)OCC1C(C1)CCCCCC 1-(heptadecan-9-yl) 17-((2-hexylcyclopropyl)methyl) 9-oxoheptadecanedioate